1-(3-fluoropropyl)pyrrolidin FCCCN1CCCC1